ClC=1C(=NC(=NC1)NC1CCOCC1)C=1C=C2C(=NC1)CN(C2=O)C(C(=O)O)C 2-(3-(5-chloro-2-((tetrahydro-2H-pyran-4-yl)amino)pyrimidin-4-yl)-5-oxo-5,7-dihydro-6H-pyrrolo[3,4-b]pyridin-6-yl)propionic acid